1-(1-(2-cyclopropylpyrimidin-5-yl)ethyl)-4-(Propan-1-yn-1-yl)-1H-indazole-7-carboxylic acid C1(CC1)C1=NC=C(C=N1)C(C)N1N=CC2=C(C=CC(=C12)C(=O)O)C#CC